CC=1C=C(C=CC1N1CCN(CC1)C)NC1=NC=NC(=C1)N1OCC[C@@H]1C1=CC=CC=C1 (R)-N-(3-methyl-4-(4-methylpiperazin-1-yl)phenyl)-6-(3-phenylisoxazolidin-2-yl)pyrimidine-4-amine